4'-(bis(4-methoxyphenyl)amino)-[1,1'-biphenyl]-4-ol COC1=CC=C(C=C1)N(C1=CC=C(C=C1)C1=CC=C(C=C1)O)C1=CC=C(C=C1)OC